Cl.NC\C=C(\CN1N=NC2=C1C=C(C=C2C2=C(C=CC(=C2)S(NC2CC2)(=O)=O)OC)C(=O)OC)/F methyl (Z)-1-(4-amino-2-fluoro-but-2-en-1-yl)-4-(5-(N-cyclopropylsulfamoyl)-2-methoxyphenyl)-1H-benzo[d][1,2,3]triazole-6-carboxylate hydrochloride